dibutyl 3,3'-(hexane-1,6-diylbis(azanediyl))dipropionate C(CCCCCNCCC(=O)OCCCC)NCCC(=O)OCCCC